Cl.N[C@@H](CN1C(C=2NC=3C=CC(=CC3C2C2=C(C1)C=C(C=C2)OC)F)=O)CC(CN)F 6-((2R)-2,5-diamino-4-fluoropentyl)-11-fluoro-3-methoxy-5,8-dihydrobenzo[5,6]azepino[3,4-b]indol-7(6H)-one hydrochloride